C(C1=CC=CC=C1)NC(=O)N([C@@H]1CC[C@H](CC1)NC1=NC=C(C(=N1)C=1C=NN(C1)CC(=O)N)C#N)C1=NC=C(C=C1)C=1C=NN(C1)C 2-(4-(2-((trans-4-((benzylcarbamoyl)(5-(1-methyl-1H-pyrazol-4-yl)pyridin-2-yl)amino)cyclohexyl)amino)-5-cyanopyrimidin-4-yl)-1H-pyrazol-1-yl)acetamide